3-(3-chloro-4-fluorophenyl)-5-(2-(3,3-difluoroazetidin-1-yl)-2-oxoethyl)-1-((2-(trimethylsilyl)ethoxy)methyl)-1H-pyrrolo[3,2-c]pyridin-4(5H)-one ClC=1C=C(C=CC1F)C1=CN(C2=C1C(N(C=C2)CC(=O)N2CC(C2)(F)F)=O)COCC[Si](C)(C)C